CC1=C(C=C(C(=O)NC2=CC(=C(C=C2)CN2CCN(CC2)C)C(F)(F)F)C=C1)/N=C/C1=CC=NC=C1 (E)-4-methyl-N-(4-((4-methylpiperazin-1-yl)methyl)-3-(trifluoromethyl)phenyl)-3-((pyridin-4-ylmethylene)amino)benzamide